N2-[3-chloro-2-(4-methyl-1-piperidyl)phenyl]-N5,N5-dimethylthiophene-2,5-disulfonamide ClC=1C(=C(C=CC1)NS(=O)(=O)C=1SC(=CC1)S(=O)(=O)N(C)C)N1CCC(CC1)C